4-hydroxy-1-(2-methylpyridin-3-yl)-7-vinyl-1,8-naphthyridin-2(1H)-one OC1=CC(N(C2=NC(=CC=C12)C=C)C=1C(=NC=CC1)C)=O